BrC1=CN=C(N=N1)N1CCC2(CC1)[C@@H](C1=CC=CC=C1C2)N (S)-1'-(6-bromo-1,2,4-triazin-3-yl)-1,3-dihydrospiro[indene-2,4'-piperidine]-1-amine